tert-butyl (1S,2S,5R)-2-[(1S)-1-[(3-chloro-4-fluoro-5,6-dimethyl-8-oxo-7H-2,7-naphthyridin-1-yl) oxy]ethyl]-3,8-diazabicyclo[3.2.1]octane-8-carboxylate ClC=1N=C(C=2C(NC(=C(C2C1F)C)C)=O)O[C@@H](C)[C@@H]1[C@@H]2CC[C@H](CN1)N2C(=O)OC(C)(C)C